BrC1=C(C=C(C=C1)OC)CCCC(CCCC1=C(C=CC(=C1)OC)Br)=O 1,7-bis(2-bromo-5-methoxyphenyl)-4-heptanone